[Si](C)(C)(C(C)(C)C)OCCCC=1C(NC(NC1)=O)=O 5-(3-((tert-butyldimethylsilyl)oxy)propyl)pyrimidine-2,4(1H,3H)-dione